1-(4-((3-chloro-5-(4-chlorophenoxy)benzyl)oxy)piperidine-1-carbonyl)-1H-pyrazole-3-carboxylic acid ClC=1C=C(COC2CCN(CC2)C(=O)N2N=C(C=C2)C(=O)O)C=C(C1)OC1=CC=C(C=C1)Cl